(R)-5-methyl-1-(p-tolyl)benzo[d][1,3,2]thiaselenazol-1-one CC=1C=CC2=C([Se]NS2(=O)C2=CC=C(C=C2)C)C1